tert-butyl N-(2-bromoethyl)carbamate CC(C)(C)OC(=O)NCCBr